tert-butyl (R)-2-((((9H-fluoren-9-yl)methoxy)carbonyl)amino)-3-iodopropanoate C1=CC=CC=2C3=CC=CC=C3C(C12)COC(=O)N[C@H](C(=O)OC(C)(C)C)CI